CC(CCCC(CC[13CH]=O)=C)C 8-methyl-4-methylenenonanal-13C